methylparaben (methyl para-hydroxybenzoate) CC1=C(C(=O)O)C=CC(=C1)O.COC(=O)C1=CC=C(O)C=C1